6-fluoro-3,3-dimethyl-2-oxoindole-5-carboxaldehyde FC1=C(C=C2C(C(NC2=C1)=O)(C)C)C=O